dichlorobutane CCCC(Cl)Cl